N,N-dibenzyl-3-bromo-5-chloro-4-(chloromethyl)aniline C(C1=CC=CC=C1)N(C1=CC(=C(C(=C1)Cl)CCl)Br)CC1=CC=CC=C1